(3S)-3-hydroxypyrrolidin-2-one O[C@@H]1C(NCC1)=O